1-(1-(4-fluorophenyl)ethyl)-4-nitro-1H-pyrazole FC1=CC=C(C=C1)C(C)N1N=CC(=C1)[N+](=O)[O-]